4-[(R)-[4-[2-[3-(fluoromethyl)azetidin-1-yl]ethoxy]phenyl]-hydroxy-methyl]-3-[2-fluoro-4-(trifluoromethyl)phenyl]quinolin-7-ol FCC1CN(C1)CCOC1=CC=C(C=C1)[C@H](C1=C(C=NC2=CC(=CC=C12)O)C1=C(C=C(C=C1)C(F)(F)F)F)O